6H-benzo[c]thiochromene-3,8-diol C1=C2C3=C(CSC2=CC(=C1)O)C=C(C=C3)O